C(C1=CC=CC=C1)N(C1CC=2C(=NC(=NC2CC1)Cl)NC1=CC(=CC=C1)F)CC1=CC=CC=C1 N6,N6-dibenzyl-2-chloro-N4-(3-fluorophenyl)-5,6,7,8-tetrahydroquinazoline-4,6-diamine